C(#N)C1=C(N=C2N(C1=O)C=C(C=C2[C@@H](C)NC2=C(C(=O)O)C=CC=C2)C)N2CC1(C2)CC(C1)(F)F (R)-2-((1-(3-cyano-2-(6,6-difluoro-2-azaspiro[3.3]heptan-2-yl)-7-methyl-4-oxo-4H-pyrido[1,2-a]pyrimidin-9-yl)ethyl)amino)benzoic acid